CC(=O)C.[Pd].[Pd] dipalladium acetone